7-bromo-5-methylisoquinolin-1(2H)-one BrC1=CC(=C2C=CNC(C2=C1)=O)C